benzo[c][1,2,5]thiadiazol-4-ylmethanamine N=1SN=C2C1C=CC=C2CN